COC1=C(C(=C(C(=C1O)C1=C(C=CC=C1)C)O)CCC)OC dimethoxytolyl-4-propyl-resorcinol